trans-3-(pyridin-3-yloxy)cyclobutan-1-amine hydrochloride Cl.N1=CC(=CC=C1)O[C@@H]1C[C@H](C1)N